CC1C2(C3=NC(=CC=C3C(O1)=O)NC(OC(C)(C)C)=O)CC2 tert-Butyl (7'-methyl-5'-oxo-5'H,7'H-spiro[cyclopropane-1,8'-pyrano[4,3-b]pyridin]-2'-yl)carbamate